BrC1=C(C(=CC(=C1)C)Cl)CN (2-bromo-6-chloro-4-methyl-phenyl)methanamine